2-((3'-(4-Chloro-2-fluorobenzyloxy)biphenyl-4-yl)methyl)-1-(2-methoxyethyl)-1H-benzo[d]imidazol ClC1=CC(=C(COC=2C=C(C=CC2)C2=CC=C(C=C2)CC2=NC3=C(N2CCOC)C=CC=C3)C=C1)F